3-bromo-7-((4-(4-chloro-7H-pyrrolo[2,3-d]pyrimidin-7-yl)-2,2-dimethyltetrahydro-5H,8H-furo[3',4':1,5]cyclopenta[1,2-d][1,3]dioxol-6-yl)methyl)-N-(4-methoxybenzyl)quinolin-2-amine BrC=1C(=NC2=CC(=CC=C2C1)CC1OC(C23OC(OC2CCC31)(C)C)N3C=CC1=C3N=CN=C1Cl)NCC1=CC=C(C=C1)OC